C(CCCCCCCCC=C)[SiH3] undec-10-en-1-ylsilane